ClC1=CC(=C(NC2=C(C=NC3=CC(=C(C=C23)OC)OCCCN2CCN(CC2)C[2H])C#N)C=C1OC)C1CC1 4-(4-Chloro-2-cyclopropyl-5-methoxyanilino)-7-[3-[4-(deuteriomethyl)piperazin-1-yl]propoxy]-6-methoxyquinoline-3-carbonitrile